(S)-1-(4-((1-(5-(3,5-difluorophenyl)-4,5-dihydro-1H-pyrazole-1-carbonyl)azetidin-3-yl)oxy)-5-fluoropyridin-2-yl)-3-ethyl-5-methyl-1H-pyrazole-4-carboxamide FC=1C=C(C=C(C1)F)[C@@H]1CC=NN1C(=O)N1CC(C1)OC1=CC(=NC=C1F)N1N=C(C(=C1C)C(=O)N)CC